CC1C(=NNC(C1)=O)C1=CC(=C(C=C1)NC(=N)NCCC)[N+](=O)[O-] 1-(4-(4-methyl-6-oxo-1,4,5,6-tetrahydropyridazin-3-yl)-2-nitrophenyl)-3-propylguanidine